N-(3-(imidazo[1,2-a]pyridin-6-yl)-1H-pyrrolo[2,3-b]pyridin-6-yl)-1-methylpiperidine-4-carboxamide N=1C=CN2C1C=CC(=C2)C2=CNC1=NC(=CC=C12)NC(=O)C1CCN(CC1)C